C1(=CC=CC=C1)S(=O)(=O)/C=C/CNC(=O)C=1C(NC=2CCN(CC2C1)C(=O)OC(C)C1=C(C=CC=C1F)F)=O 1-(2,6-difluorophenyl)ethyl 3-{[(2E)-3-(benzenesulfonyl)prop-2-en-1-yl]carbamoyl}-2-oxo-1,2,5,6,7,8-hexahydro-1,6-naphthyridine-6-carboxylate